C(C=CCCCC)OC 2-heptenylmethyl ether